(1-Phenylethoxybut-1-en-2-yl)benzene C1(=CC=CC=C1)C(C)OCCC(=C)C1=CC=CC=C1